6-(4-cyclopropylimidazol-1-yl)-2-azaspiro[3.3]Heptane C1(CC1)C=1N=CN(C1)C1CC2(CNC2)C1